diphenyl-benzocarbazole-2-amine C1(=CC=CC=C1)C=1C(=C(C2=C(C=CC=3C=4C=CC=CC4NC23)C1)C1=CC=CC=C1)N